NC=1C(=NC(=CN1)C1=C(C=C(C=C1)NC([C@@H](O)C1=CC(=CC(=C1)F)F)=O)C)C(=O)NC1CC1 (S)-3-amino-N-cyclopropyl-6-(4-(2-(3,5-difluorophenyl)-2-hydroxyacetamido)-2-methylphenyl)pyrazine-2-carboxamide